Trifluoroacetic acid methyl-(2S)-4-[(acetoxyacetyl){(1R)-1-[1-benzyl-4-(2,5-difluorophenyl)-1H-pyrrol-2-yl]-2,2-dimethylpropyl}amino]-2-aminobutanoate COC([C@H](CCN([C@H](C(C)(C)C)C=1N(C=C(C1)C1=C(C=CC(=C1)F)F)CC1=CC=CC=C1)C(COC(C)=O)=O)N)=O.FC(C(=O)O)(F)F